hexadecyl n-triacontanoate C(CCCCCCCCCCCCCCCCCCCCCCCCCCCCC)(=O)OCCCCCCCCCCCCCCCC